1-(tert-butyl) 3-methyl (S)-4-(3-amino-6-(3,5-bis(trifluoromethyl)phenyl)picolinoyl)piperazine-1,3-dicarboxylate NC=1C(=NC(=CC1)C1=CC(=CC(=C1)C(F)(F)F)C(F)(F)F)C(=O)N1[C@@H](CN(CC1)C(=O)OC(C)(C)C)C(=O)OC